N-(5-(4-(4-aminobenzyl)piperazin-1-yl)-1,3,4-thiadiazol-2-yl)-2-phenylacetamide NC1=CC=C(CN2CCN(CC2)C2=NN=C(S2)NC(CC2=CC=CC=C2)=O)C=C1